CO[Si](C1=C(C=CC=C1)[Si](OC)(OC)OC)(OC)OC 1,2-bis(trimethoxysilyl)benzene